3-(5-bromopentyl)-6-fluoro-2-(1H-pyrazol-5-yl)benzonitrile BrCCCCCC=1C(=C(C#N)C(=CC1)F)C1=CC=NN1